(2,6-dichloro-3-hydroxyphenyl)-4-methoxy-2-((3-methyl-4-(1-methylpiperidin-4-yl)phenyl)amino)pyrimidine-5-carboxamide ClC1=C(C(=CC=C1O)Cl)C1=C(C(=NC(=N1)NC1=CC(=C(C=C1)C1CCN(CC1)C)C)OC)C(=O)N